acryloyloxy-1,1-hexandicarboxylate C(C=C)(=O)OC(CCCCC)(C(=O)[O-])C(=O)[O-]